N1N=CC(=C1)C1=CC(=C(C=C1)N1CCC(CC1)CN1CCCC1)C(F)(F)F 1-((1-(4-(1H-pyrazol-4-yl)-2-(trifluoromethyl)phenyl)piperidin-4-yl)methyl)pyrrolidine